1,1-Dioxo-3-oxo-benzisothiazol-2(3H)-yl trifluoromethyl-sulfinate (1,1-dioxido-3-oxobenzoisothiazol-2(3H)-yltrifluoromethanesulfinate) O=S1(N(C(C2=C1C=CC=C2)=O)S(=O)(O)C(F)(F)F)=O.FC(F)(F)S(=O)ON2S(C1=C(C2=O)C=CC=C1)(=O)=O